BrC=1C=C2C(=CNC2=CC1)CC(=O)N(CC1=CC=C(C=C1)F)C(CN(C)C1=CC=C(C=C1)OC)CC1=CC(=CC(=C1)F)F 2-(2-(5-bromo-1H-indol-3-yl)-N-(4-fluorobenzyl)acetamido)-3-(3,5-difluorophenyl)-N-(4-methoxyphenyl)-N-methylpropylamine